N-{(1S)-1-[4-({7-[(1R)-2,2-difluoro-1-methoxyethyl]-2-methyl[1,3]thiazolo[5,4-b]pyridin-6-yl}amino)phenyl]-2,2,2-trifluoroethyl}-1-(hydroxyacetyl)-N-methylpiperidine-4-carboxamide FC([C@H](OC)C1=C2C(=NC=C1NC1=CC=C(C=C1)[C@@H](C(F)(F)F)N(C(=O)C1CCN(CC1)C(CO)=O)C)SC(=N2)C)F